N-(γ-aminopropyl)-γ-aminopropyl-methyldimethoxysilane NCCCNCCC[Si](OC)(OC)C